[1-[(1S)-1-[(1R,2R)-2-[[5-fluoro-2,2-dimethyl-8-(trifluoromethyl)chroman-4-yl]carbamoyl]cyclopropyl]-3-methoxy-propyl]-4,4-dimethyl-6-oxo-hexahydropyrimidin-2-ylidene]ammonium FC1=C2C(CC(OC2=C(C=C1)C(F)(F)F)(C)C)NC(=O)[C@H]1[C@@H](C1)[C@H](CCOC)N1C(NC(CC1=O)(C)C)=[NH2+]